C(C)OC(=O)[C@H]1CN(CCC1)S(=O)(=O)C1=CC=C(C=C1)Br (R)-1-((4-bromophenyl)sulfonyl)piperidine-3-carboxylic acid ethyl ester